CC(C#CC1=CC2=C(OC[C@@H](C(N2C)=O)NC(C2=NC=CC(=C2)OC2=CC=C(C=C2)F)=O)C=C1)(C)C (S)-N-(7-(3,3-dimethylbut-1-yn-1-yl)-5-methyl-4-oxo-2,3,4,5-tetrahydrobenzo[b][1,4]oxazepin-3-yl)-4-(4-fluorophenoxy)picolinamide